8-(4-((1R,5S)-3,8-diazabicyclo[3.2.1]octan-8-yl)-8-fluoro-2-(((2R,7aS)-2-fluorotetrahydro-1H-pyrrolizin-7a(5H)-yl)methoxy)quinazolin-7-yl)isoquinolin-6-ol [C@H]12CNC[C@H](CC1)N2C2=NC(=NC1=C(C(=CC=C21)C=2C=C(C=C1C=CN=CC21)O)F)OC[C@]21CCCN1C[C@@H](C2)F